C(C1=CC=CC=C1)NC1(CCN(C2(CC2)C1)C(=O)OC(C)(C)C)C(F)(F)F tert-butyl 7-(benzylamino)-7-(trifluoromethyl)-4-azaspiro[2.5]octane-4-carboxylate